(2-(3-bromo-2-methylphenyl)-6-(difluoromethoxy)benzo[d]oxazol-5-yl)methanol BrC=1C(=C(C=CC1)C=1OC2=C(N1)C=C(C(=C2)OC(F)F)CO)C